2-methyl-6-(2'-(thiomorpholinomethyl)-[1,1'-biphenyl]-4-yl)-1H-benzo[d]imidazole-4-carboxylic acid CC1=NC2=C(N1)C=C(C=C2C(=O)O)C2=CC=C(C=C2)C2=C(C=CC=C2)CN2CCSCC2